C(C)N1N=C2N=C(C=NC2=C1)N[C@@H](C)C=1C=C(C=CC1)NC(CC1=CC(=CC(=C1)CN1CCN(CC1)C)F)=O (S)-N-(3-(1-((2-ethyl-2H-pyrazolo[3,4-b]pyrazin-6-yl)amino)ethyl)phenyl)-2-(3-fluoro-5-((4-methylpiperazin-1-yl)methyl)phenyl)acetamide